(S)-1-(2-fluoro-4-(5-(2-(3-(trifluoromethoxy)phenyl)acetamido)-1,3,4-thiadiazol-2-yl)butyl)-N-methyl-1H-1,2,3-triazole-4-carboxamide F[C@H](CN1N=NC(=C1)C(=O)NC)CCC=1SC(=NN1)NC(CC1=CC(=CC=C1)OC(F)(F)F)=O